2,6-dimethylpyrazolo[1,5-a]pyridin-5-amine CC1=NN2C(C=C(C(=C2)C)N)=C1